1-(4-aminophenyl)-2,3-dihydro-1,3,3-trimethyl-1H-indene NC1=CC=C(C=C1)C1(CC(C2=CC=CC=C12)(C)C)C